4-methyl-5-[3-methyl-7-[(6-morpholin-4-ylpyridazin-3-yl)amino]imidazo[4,5-b]pyridin-5-yl]oxypyridine-2-carbonitrile CC1=CC(=NC=C1OC1=CC(=C2C(=N1)N(C=N2)C)NC=2N=NC(=CC2)N2CCOCC2)C#N